2-((1r,4R)-4-(difluoromethoxy)cyclohexylamino)-4-((1R,3S)-3-hydroxycyclohexylamino)pyrimidine-5-carboxylic acid FC(OC1CCC(CC1)NC1=NC=C(C(=N1)N[C@H]1C[C@H](CCC1)O)C(=O)O)F